FC(C=1C=C(C(=O)NNC(=O)C2CCN(CC2)C(=O)OC(C)(C)C)C=CC1)(F)F tert-butyl 4-{2-[3-(trifluoromethyl)benzoyl]hydrazinecarbonyl}piperidine-1-carboxylate